ClC1CCC2=CC(=CC(=C12)C)OCC1=C(C=CC=C1Cl)Cl 1-chloro-5-((2,6-dichlorobenzyl)oxy)-7-methyl-2,3-dihydro-1H-indene